C1(=CC=CC=C1)C1=CN=CC=2N=C(N=C(C21)N)C2=CC=NC=C2 phenyl-2-(pyridin-4-yl)pyrido[3,4-d]pyrimidin-4-amine